C1(=CC=CC=C1)C(C1=CC=CC=C1)=NC(C#N)CC1=CC2=C(S1)C=C(S2)C=2C=CC1=C(N(C(O1)=O)C)C2 2-[(diphenylmethylidene)amino]-3-[5-(3-methyl-2-oxo-1,3-benzoxazol-5-yl)thieno[3,2-b]thiophen-2-yl]propanenitrile